BrC(C)(C)NC(C1=CC=CC=C1)=O N-(2-bromopropane-2-yl)benzamide